COC1=CC(=CC(=C1)C(C)(CCCCCC)C)OC 1,3-dimethoxy-5-(2-methyloctan-2-yl)benzene